ethyl-3,3,3-trifluoro-2-hydroxypropanamide C(C)C(C(=O)N)(C(F)(F)F)O